2-pyridinecarboxylate N1=C(C=CC=C1)C(=O)[O-]